C1(CC1)CN1CC(CCC1)C(=O)N1[C@H](CC1)C1=NC=CC=N1 cyclopropylmethyl-3-((R)-2-pyrimidin-2-yl-azetidine-1-carbonyl)-piperidin